FC(CN1C(=NC2=C1C=C(C=C2)C2CCN(CC2)C2CCN(CC2)CC(C)C)C2=CC(=C(C=C2)OC)OC)F 1-(2,2-difluoroethyl)-2-(3,4-dimethoxyphenyl)-6-(1'-isobutyl-[1,4'-bipiperidin]-4-yl)-1H-benzo[d]imidazole